2-(tert-butyl)-N-neopentyl-1H-benzo[d]imidazol-5-amine C(C)(C)(C)C1=NC2=C(N1)C=CC(=C2)NCC(C)(C)C